(S)-N-(1-(4-(1-naphthoyl)piperazin-1-yl)-6-acrylamido-1-oxohexan-2-yl)-3-methylbutanamide C1(=CC=CC2=CC=CC=C12)C(=O)N1CCN(CC1)C([C@H](CCCCNC(C=C)=O)NC(CC(C)C)=O)=O